5-(trifluoromethyl)dibenzothiophenium triflate [O-]S(=O)(=O)C(F)(F)F.FC([S+]1C2=C(C3=C1C=CC=C3)C=CC=C2)(F)F